[1-(3-pyridylmethyl)4-piperidinyl]methylamine N1=CC(=CC=C1)CN1CCC(CC1)CN